FC1=C(C(=O)OC)C(=CC=C1OC)N1N=NC(=C1)[Si](C)(C)C methyl 2-fluoro-3-methoxy-6-(4-(trimethylsilyl)-1H-1,2,3-triazol-1-yl)benzoate